6-[4-ethanesulfonyl-2-(trifluoromethyl)piperazin-1-yl]-4-[2-[(2-methylpyrimidin-4-yl)amino]-4-pyridinyl]-1H-pyridin-2-one C(C)S(=O)(=O)N1CC(N(CC1)C1=CC(=CC(N1)=O)C1=CC(=NC=C1)NC1=NC(=NC=C1)C)C(F)(F)F